tris(phenyl)-phosphite C1(=CC=CC=C1)OP(OC1=CC=CC=C1)OC1=CC=CC=C1